4,4-difluoro-cyclohexyl-carboxylic acid FC1(CCC(CC1)C(=O)O)F